C(C1=CC=CC=C1)NC1=NC(=NC=2C(CCCC12)OC1CCN(CC1)C)N1C(=CC=2C(=CC=CC12)C(=O)N)C 1-(4-(benzylamino)-8-((1-methylpiperidin-4-yl)oxy)-5,6,7,8-tetrahydroquinazolin-2-yl)-2-methyl-indole-4-carboxamide